ClC(C(=O)N[C@@H]([C@@H](C1=CC=C(C=C1)C(C=CC1=CC=CC=C1)=O)O)CO)Cl 2,2-Dichloro-N-((1R,2R)-1,3-dihydroxy-1-(4-(3-phenylacryloyl)phenyl)propan-2-yl)acetamide